3-methyl-4-((5-(pyridin-2-yl)-1H-pyrazol-3-yl)amino)phenol CC=1C=C(C=CC1NC1=NNC(=C1)C1=NC=CC=C1)O